C(#N)CCCC1=CC=2C3=C(C(=NC2C(=C1C1=CC(=CC2=CC=CC=C12)O)F)OC[C@H]1N(CCC1)C)NC(C31CNCCC1)=O 8'-(3-cyanopropyl)-6'-fluoro-7'-(3-hydroxynaphthalen-1-yl)-4'-(((S)-1-methylpyrrolidin-2-yl)methoxy)-2'-oxospiro[piperidine-3,1'-pyrrolo[2,3-c]quinolin]